NC1=C2C(=NC=C1)C(N(C2C2=C(C=CC=C2)C)CC2=C(C=C(C=C2)OC)OC)=O 4-Amino-6-(2,4-dimethoxybenzyl)-5-(o-tolyl)-5,6-dihydro-7H-pyrrolo[3,4-b]pyridin-7-one